(3-(2-aminoethoxy)azetidin-1-yl)(4-((3-(2,3-difluoro-4-methoxyphenyl)imidazo[1,2-a]pyrazin-8-yl)amino)-2-ethylphenyl)methanone formate C(=O)O.NCCOC1CN(C1)C(=O)C1=C(C=C(C=C1)NC=1C=2N(C=CN1)C(=CN2)C2=C(C(=C(C=C2)OC)F)F)CC